N(=[N+]=[N-])CCCS(=O)(=O)NC([C@H](CC1=CC=CC=C1)NC(OC(C)(C)C)=O)=O (S)-tert-butyl (1-(3-azidopropylsulfonamido)-1-oxo-3-phenylpropan-2-yl)carbamate